(beta-D-glucopyranosyl)-5-methylisoxazole [C@@H]1([C@H](O)[C@@H](O)[C@H](O)[C@H](O1)CO)C1=NOC(=C1)C